2-[(3S)-2,6-dioxo-3-piperidyl]-5-[4-[[1-[3-(1-methylimidazol-4-yl)-4-[[4-(trifluoromethyl)phenyl]methylamino]benzoyl]-4-piperidyl]methyl]-1-piperidyl]isoindoline-1,3-dione O=C1NC(CC[C@@H]1N1C(C2=CC=C(C=C2C1=O)N1CCC(CC1)CC1CCN(CC1)C(C1=CC(=C(C=C1)NCC1=CC=C(C=C1)C(F)(F)F)C=1N=CN(C1)C)=O)=O)=O